2-(3,4-dimethoxyphenyl)-6-(4-(4-isopropylpiperazin-1-yl)phenyl)-8-methylimidazo[1,2-a]pyridine COC=1C=C(C=CC1OC)C=1N=C2N(C=C(C=C2C)C2=CC=C(C=C2)N2CCN(CC2)C(C)C)C1